The molecule is an ultra-long-chain fatty acid that is (13Z,16Z,19Z,22Z)-octacosatetraenoic acid substituted at position 2 by a hydroxy group. It is a 2-hydroxy fatty acid, a hydroxy polyunsaturated fatty acid and an ultra-long-chain fatty acid. It derives from a (13Z,16Z,19Z,22Z)-octacosatetraenoic acid. It is a conjugate acid of a (13Z,16Z,19Z,22Z)-2-hydroxyoctacosatetraenoate. CCCCC/C=C\\C/C=C\\C/C=C\\C/C=C\\CCCCCCCCCCC(C(=O)O)O